2-(difluoromethyl)-8,9-dimethyl-7-(3-(4-methylpyridin-3-yl)-7,8-dihydro-1,6-naphthyridin-6(5H)-yl)-4H-pyrimido[1,2-b]pyridazin-4-one FC(C=1N=C2N(N=C(C(=C2C)C)N2CC=3C=C(C=NC3CC2)C=2C=NC=CC2C)C(C1)=O)F